C(C)(C)(C)C1=CC=C(C=C1)NC1CCC(CC1)CNC(=O)C1CNC(C1)=O N-((4-((4-(tert-butyl)phenyl)amino)cyclohexyl)methyl)-5-oxopyrrolidine-3-carboxamide